(7-(6-bromoquinoxalin-2-yl)-7-azaspiro[3.5]non-1-en-2-yl)-5-cyclopropyl-3-(2,6-dichlorophenyl)isoxazole BrC=1C=C2N=CC(=NC2=CC1)N1CCC2(CC(=C2)C=2C(=NOC2C2CC2)C2=C(C=CC=C2Cl)Cl)CC1